C(C)(C)(C)O[C@H](C(=O)NC=1N=NNN1)C=1C(=C2C(=NC1C)N(C(=C2C)C)CC=2C=NN(C2)C)C2=CC=C(C=C2)Cl (S)-2-(tert-butoxy)-2-(4-(4-chlorophenyl)-2,3,6-trimethyl-1-((1-methyl-1H-Pyrazol-4-yl)methyl)-1H-pyrrolo[2,3-b]Pyridin-5-yl)-N-(2H-tetrazol-5-yl)acetamide